O=C(CCC1NC(OC1)=O)N1CC(C1)C=1C=NC(=CC1)C1CCC(CC1)C(F)(F)F 4-[3-oxo-3-[3-[6-[4-(trifluoromethyl)cyclohexyl]-3-pyridyl]azetidin-1-yl]propyl]oxazolidin-2-one